4-(Benzyloxy)-7-(8-ethyl-7-fluoro-3-(methoxymethoxy)naphthalen-1-yl)-8-fluoro-2-(((2R,7aS)-2-fluorotetrahydro-1H-pyrrolizin-7a(5H)-yl)methoxy)pyrido[4,3-d]pyrimidine C(C1=CC=CC=C1)OC=1C2=C(N=C(N1)OC[C@]13CCCN3C[C@@H](C1)F)C(=C(N=C2)C2=CC(=CC1=CC=C(C(=C21)CC)F)OCOC)F